6-(2,6-difluoro-3,5-dimethoxyphenyl)-8-(2-fluorophenyl)-2-(pyridin-3-yl)pyrido[3,4-d]pyrimidine FC1=C(C(=C(C=C1OC)OC)F)C1=CC2=C(N=C(N=C2)C=2C=NC=CC2)C(=N1)C1=C(C=CC=C1)F